IC=1C=C(C=C(C1)C(F)(F)F)C=1C=NNC1 4-(3-iodo-5-(trifluoromethyl)phenyl)-1H-pyrazole